Cl.ClC(C)OC(=O)OCC[N+](C)(C)C 2-((1-chloroethoxy)carbonyl)oxy-N,N,N-trimethylethylammonium hydrochloride